3-[2-({4-[5-(trifluoromethyl)-1,2,4-oxadiazol-3-yl]pyridin-2-yl}oxy)ethyl]benzamide FC(C1=NC(=NO1)C1=CC(=NC=C1)OCCC=1C=C(C(=O)N)C=CC1)(F)F